N-(6-bromo-1-methyl-1H-benzo[d]imidazol-4-yl)-2-oxo-1-(2,2,2-trifluoroethyl)-5-vinyl-1,2-dihydropyridine-3-carboxamide BrC=1C=C(C2=C(N(C=N2)C)C1)NC(=O)C=1C(N(C=C(C1)C=C)CC(F)(F)F)=O